COC(C1=CC(=NC=C1)NC(=O)OC(C)(C)C)=O 2-((t-butoxycarbonyl)amino)isonicotinic acid methyl ester